N-(isoindolin-4-yl)-N-methyl-acrylamide TFA salt OC(=O)C(F)(F)F.C1NCC2=C(C=CC=C12)N(C(C=C)=O)C